2-(2,7-diazaspiro[3.5]nonan-7-ylmethyl)-4-(trifluoromethyl)thiazole tert-Butyl-4-(5-hydroxypyridin-2-yl)piperazine-1-carboxylate C(C)(C)(C)OC(=O)N1CCN(CC1)C1=NC=C(C=C1)O.C1NCC12CCN(CC2)CC=2SC=C(N2)C(F)(F)F